((3-chlorobenzyl)imino)(methyl)(4-(5-(trifluoromethyl)-1,2,4-oxadiazol-3-yl)phenyl)-λ6-sulfanone ClC=1C=C(CN=S(=O)(C2=CC=C(C=C2)C2=NOC(=N2)C(F)(F)F)C)C=CC1